tert-Butyl ((5-((3,4,5-trimethoxyphenyl)thio)thiazol-2-yl)methyl)carbamate COC=1C=C(C=C(C1OC)OC)SC1=CN=C(S1)CNC(OC(C)(C)C)=O